OB1OCC2=C1C(=C(C=C2)C(=O)N[C@@H](C(C)C)C(=O)OCC2=NC(=CN=C2)N(C)C)C (6-(dimethylamino)pyrazin-2-yl)methyl (1-hydroxy-7-methyl-1,3-dihydrobenzo[c][1,2]oxaborole-6-carbonyl)-L-valinate